acryloyloxy-propyldimethyl-ethoxysilane C(C=C)(=O)OC(C)O[Si](C)(C)CCC